C1(CC1)C1=CC(=CC(=N1)N1C=NC2=C(C1=O)NC(=C2)CNCCC(F)(F)F)C2=C(C=C(C=C2)F)C(=O)N2CC(C2)(F)F 3-[6-cyclopropyl-4-[2-(3,3-difluoroazetidine-1-carbonyl)-4-fluorophenyl]pyridin-2-yl]-6-[(3,3,3-trifluoropropylamino)methyl]-5H-pyrrolo[3,2-d]pyrimidin-4-one